C(C)OC(=O)N1CCN(CC1)C1=NC=2N(C=C1)N=CC2C=2C(=NC=C(C2)C)OC 4-(3-(2-methoxy-5-methylpyridin-3-yl)pyrazolo[1,5-a]pyrimidin-5-yl)piperazine-1-carboxylic acid ethyl ester